FC=1C=C(C=CC1)CC(=O)C1=CC=CC=C1 2-(3-fluorophenyl)acetophenone